N-(4-(4-cyanopyridin-3-yl)-2-(4-(3-((2-(2,6-dioxopiperidin-3-yl)-1,3-dioxoisoindolin-4-yl)amino)propanoyl)piperazin-1-yl)phenyl)-2-(2-fluoro-6-methoxyphenyl)pyrimidine-4-carboxamide C(#N)C1=C(C=NC=C1)C1=CC(=C(C=C1)NC(=O)C1=NC(=NC=C1)C1=C(C=CC=C1OC)F)N1CCN(CC1)C(CCNC1=C2C(N(C(C2=CC=C1)=O)C1C(NC(CC1)=O)=O)=O)=O